N-(3-((4-((3-chloro-4-fluorophenyl)amino)-7-methoxyquinazolin-6-yl)oxy)cyclobutyl)acrylamide ClC=1C=C(C=CC1F)NC1=NC=NC2=CC(=C(C=C12)OC1CC(C1)NC(C=C)=O)OC